C(CCCCCCCCCCCCC)(=O)O.C(CCCCCCCCCCCCCCC(C)C)(=O)OCC(O)CO glyceryl monoisostearate monomyristate